ClC1=CC2=C(C=C3N2C(=NN(C3=O)CC(=O)N[C@H]3CN(CCC3)CCF)C(C)(C)O)S1 (R)-2-(2-Chloro-5-(2-hydroxypropan-2-yl)-8-oxothieno[2',3':4,5]pyrrolo[1,2-d][1,2,4]triazin-7(8H)-yl)-N-(1-(2-fluoroethyl)piperidin-3-yl)acetamid